ethyl (1R,2R)-2-[3-(benzyloxy)-2-(1,3-dioxolan-2-yl)phenyl]cyclopropane-1-carboxylate C(C1=CC=CC=C1)OC=1C(=C(C=CC1)[C@H]1[C@@H](C1)C(=O)OCC)C1OCCO1